3-Aminopropyl(dipropoxymethoxysilan) NCCC[SiH2]OC(OCCC)OCCC